tert-butyl N-[(3R)-7-[5-(1,1-dimethylbut-3-ynyl)-1,3,4-oxadiazol-2-yl]-8-fluoro-1,1,4-trioxo-5-[[4-(trifluoromethoxy)phenyl]methyl]-2,3-dihydro-1λ6,5-benzothiazepin-3-yl]carbamate CC(CC#C)(C)C1=NN=C(O1)C=1C(=CC2=C(N(C([C@H](CS2(=O)=O)NC(OC(C)(C)C)=O)=O)CC2=CC=C(C=C2)OC(F)(F)F)C1)F